(7S)-4,7-difluoro-7-isopropyl-N-[(1R)-1-(6-pyridazin-4-yl-3-pyridyl)-3-[(3S)-3-hydroxy-8-azaspiro[4.5]decan-8-yl]propyl]-6,8-dihydro-5H-acridine-2-carboxamide FC1=CC(=CC2=CC=3C[C@@](CCC3N=C12)(C(C)C)F)C(=O)N[C@H](CCN1CCC2(C[C@H](CC2)O)CC1)C=1C=NC(=CC1)C1=CN=NC=C1